Hexyl 6-hydroxy-5-methyl-13-oxo-5,6,7,8,14,15-hexahydro-13h-5,8-epoxy-4b,8a,14-triazadibenzo[b,h]cycloocta[1,2,3,4-jkl]cyclopenta[e]-as-indacene-6-carboxylate CCCCCCOC(=O)C1(CC2N3C4=CC=CC=C4C5=C6C(=C7C8=CC=CC=C8N(C7=C53)C1(O2)C)CNC6=O)O